Cl.CN(C)CC1CN(CCC1(O)C1=CC(=CC=C1)OC)S(=O)(=O)CCC1=CC=CC=C1 3-((Dimethylamino)methyl)-4-(3-methoxyphenyl)-1-(phenylethylsulfonyl)piperidin-4-ol hydrochloride